(S)-4-(4-(5-(aminomethyl)-2-oxo-oxazolidine-3-yl)phenyl)morpholine-3-one hydrochloride Cl.NC[C@H]1CN(C(O1)=O)C1=CC=C(C=C1)N1C(COCC1)=O